Methyl 2-(4-(6-((4-cyano-2-fluorobenzyl)oxy)pyridin-2-yl)-2,5-difluorobenzyl)-1-((1-(cyclopropanecarbonyl)-3-methoxyazetidin-3-yl)methyl)-1H-benzo[d]imidazole-6-carboxylate C(#N)C1=CC(=C(COC2=CC=CC(=N2)C2=CC(=C(CC3=NC4=C(N3CC3(CN(C3)C(=O)C3CC3)OC)C=C(C=C4)C(=O)OC)C=C2F)F)C=C1)F